C(CC1=CC=CC=C1)C1OCCN1 phenethyl-oxazolidine